ClC1=NC(=NC(=N1)Cl)C=CC1=CC(=CC=C1)[N+](=O)[O-] 2,4-dichloro-6-(3-nitrostyryl)-1,3,5-triazine